ClC=1CN(C(=CC1OCC1=NC=C(C=C1F)F)C)C1=CC(=NC=C1C)C1=NC(=NC=C1)C(C)(C)O (+)-3-chloro-4-((3,5-difluoropyridin-2-yl)methoxy)-2'-(2-(2-hydroxypropan-2-yl)pyrimidin-4-yl)-5',6-dimethyl-2H-[1,4'-bipyridin]